N-(2,3-epoxypropyl)trimethylammonium chloride [Cl-].C(C1CO1)[N+](C)(C)C